3-(5-fluoro-1-oxo-7-(trifluoromethyl)isoindolin-2-yl)piperidine-2,6-dione FC=1C=C2CN(C(C2=C(C1)C(F)(F)F)=O)C1C(NC(CC1)=O)=O